(S)-N'-((5-fluoro-6-isopropyl-2,3-dihydro-1H-inden-4-yl)carbamoyl)-6,7-dihydro-5H-pyrazolo[5,1-b][1,3]oxazine-3-sulfonimidamide FC=1C(=C2CCCC2=CC1C(C)C)NC(=O)N=[S@@](=O)(N)C=1C=NN2C1OCCC2